benzyl 2,9-diazaspiro[5.5]undecane-2-carboxylate C1N(CCCC12CCNCC2)C(=O)OCC2=CC=CC=C2